(R)-1-(3-(3-(3-fluoro-4-phenoxyphenyl)-1H-pyrazolo[4,3-c]pyridin-1-yl)piperidin-1-yl)prop-2-en-1-one FC=1C=C(C=CC1OC1=CC=CC=C1)C1=NN(C2=C1C=NC=C2)[C@H]2CN(CCC2)C(C=C)=O